2-((1-methyl-3-(oxetan-3-yloxy)-1H-pyrazol-4-yl-5-d)amino)-7-((3R,4R)-4-methyltetrahydrofuran-3-yl)-7H-pyrrolo[2,3-d]pyrimidine-6-carbonitrile CN1N=C(C(=C1[2H])NC=1N=CC2=C(N1)N(C(=C2)C#N)[C@H]2COC[C@@H]2C)OC2COC2